FC(C(=O)C1=CC=C2C=NNC2=C1)F 2,2-difluoro-1-(1H-indazol-6-yl)ethanone